C(C1=CC=CC=C1)N1CCN(CC1)[C@@H]1C(CN(CC1)C(=O)OC(C)(C)C)(F)F tert-butyl (S)-4-(4-benzylpiperazin-1-yl)-3,3-difluoropiperidine-1-carboxylate